3-[4-[4-(trifluoromethyl)pyrimidin-2-yl]Oxy-phenyl]Azetidine-1-carboxylic acid tert-butyl ester C(C)(C)(C)OC(=O)N1CC(C1)C1=CC=C(C=C1)OC1=NC=CC(=N1)C(F)(F)F